C(\C=C/C)C1=C(C=C(C=C1OC)O)\C=C\C1=CC(=C(C=C1)O)OC 4-((Z)-but-2-en-1-yl)-3-((E)-4-hydroxy-3-methoxystyryl)-5-methoxyphenol